(R)-benzyl 2-(((benzyloxy)carbonyl)amino)-3-(3-(1-ethyl-4-(trifluoromethyl)-1H-pyrazol-5-yl)-5-fluorobenzamido)propanoate C(C1=CC=CC=C1)OC(=O)N[C@@H](C(=O)OCC1=CC=CC=C1)CNC(C1=CC(=CC(=C1)F)C1=C(C=NN1CC)C(F)(F)F)=O